NCCN1N=C(C=2C1=NC=NC2)C2=CC=C(C=C2)OC2=CC=CC=C2 1-(2-aminoethyl)-3-(4-phenoxyphenyl)-1H-pyrazolo[3,4-d]pyrimidin